N=1N=CN2C=3C=CC=CC3C=3C=CC=CC3C21 1,2,4-triazolo[4,3-f]phenanthridin